ditridecyl-sulfosuccinic acid sodium salt [Na+].C(CCCCCCCCCCCC)C(C(C(=O)[O-])S(=O)(=O)[O-])(C(=O)[O-])CCCCCCCCCCCCC.[Na+].[Na+]